methoxyethoxyethoxyethyl-tert-butylamine COCCOCCOCCNC(C)(C)C